ClC=1C=C2C(NC(N(C2=CC1C1=C(C=CC=C1)F)C1=NC=CC=C1C(C)C)=O)=O 6-Chloro-7-(2-fluorophenyl)-1-(3-isopropylpyridin-2-yl)quinazoline-2,4(1H,3H)-dione